Laurylamid C(CCCCCCCCCCC)[NH-]